N=1N=C(N2C1C=CC=C2)[C@@H]2C[C@@H](CCC2)NC2=NC=C(C(=N2)OC[C@@H]2OC(C2)(C)C)C(F)(F)F N-((1R,3S)-3-([1,2,4]triazolo[4,3-a]pyridin-3-yl)cyclohexyl)-4-(((R)-4,4-dimethyloxetan-2-yl)methoxy)-5-(trifluoromethyl)pyrimidin-2-amine